6-(7-(3-chloro-2-cyclopropyl-5-(methoxymethoxy)phenyl)-6,8-difluoro-2-((hexahydro-1H-pyrrolizin-7a-yl)methoxy)quinazolin-4-yl)-6-azaspiro[3.5]nonan-2-ol ClC=1C(=C(C=C(C1)OCOC)C1=C(C=C2C(=NC(=NC2=C1F)OCC12CCCN2CCC1)N1CC2(CC(C2)O)CCC1)F)C1CC1